4-amino-5-phenyl-4H-1,2,4-triazole-3-thiol NN1C(=NN=C1C1=CC=CC=C1)S